N1(CCC1)CC(=O)NC1=C(C=C(C=C1)NC=1N=CC2=C(N1)CN(CC2)C2=C(C1=C(OCCN1)N=C2)Cl)C (azetidin-1-yl)-N-(4-((7-(8-chloro-2,3-dihydro-1H-pyrido[2,3-b][1,4]oxazin-7-yl)-5,6,7,8-tetrahydropyrido[3,4-d]pyrimidin-2-yl)amino)-2-methylphenyl)acetamide